6-(4-chlorophenyl)-2-(3-fluorophenyl)-N-[(1R,2R)-2-hydroxycyclohexyl]-3-oxo-2,3-dihydropyridazine-4-carboxamide ClC1=CC=C(C=C1)C=1C=C(C(N(N1)C1=CC(=CC=C1)F)=O)C(=O)N[C@H]1[C@@H](CCCC1)O